(3R,5R)-1-(5-Amino-1-methyl-1H-benzo[d]imidazol-2-yl)-5-((5-(trifluoromethyl)pyrimidin-2-yl)amino)piperidin-3-ol NC1=CC2=C(N(C(=N2)N2C[C@@H](C[C@H](C2)NC2=NC=C(C=N2)C(F)(F)F)O)C)C=C1